N-azidoglucosamine N(=[N+]=[N-])N[C@H]1C(O)O[C@@H]([C@H]([C@@H]1O)O)CO